1,3-diaza-cyclohexane N1CNCCC1